3-(4-chlorophenyl)-3-((1-(hydroxymethyl)cyclopropyl)methoxy)-2-(4-nitrobenzyl)isoindolin-1-one ClC1=CC=C(C=C1)C1(N(C(C2=CC=CC=C12)=O)CC1=CC=C(C=C1)[N+](=O)[O-])OCC1(CC1)CO